(S)-6-chloro-N-(2-(3,4-dimethylpiperazin-1-yl)-5-(4-((3-morpholinopropyl)carbamoyl)-1H-1,2,3-triazol-1-yl)phenyl)-4-(trifluoromethyl)nicotinamide ClC1=NC=C(C(=O)NC2=C(C=CC(=C2)N2N=NC(=C2)C(NCCCN2CCOCC2)=O)N2C[C@@H](N(CC2)C)C)C(=C1)C(F)(F)F